OCCOCCOCCOCCOCCOCCOCCOCCOCCOS(=O)(=O)C1=CC=C(C=C1)C.C(O)C(CC)(CO)CO 1,1,1-trimethylolpropane 2-[2-[2-[2-[2-[2-[2-[2-(2-hydroxyethoxy)ethoxy]ethoxy]ethoxy]ethoxy]ethoxy]ethoxy]ethoxy]ethyl-4-methylbenzenesulfonate